tert-butyl 3-formyl-5-(trifluoromethoxy)indole-1-carboxylate C(=O)C1=CN(C2=CC=C(C=C12)OC(F)(F)F)C(=O)OC(C)(C)C